FC1=C2C(NC(C2=CC=C1)=O)OCC1(CC1)CO 4-fluoro-3-{[1-(hydroxymethyl)cyclopropyl]methoxy}-2,3-dihydro-1H-isoindol-1-one